ClC=1C(=CC2=C(OCO2)C1)NC1=NC=C(C(=N1)N1C=C(C=C1)C(=O)NC(CO)C1=CC(=CC=C1)Cl)C 1-(2-((6-chloro-benzo[d][1,3]di-oxol-5-yl)amino)-5-methylpyrimidin-4-yl)-N-(1-(3-chlorophenyl)-2-hydroxyethyl)-1H-pyrrole-3-carboxamide